((((S)-1-(2-chlorophenyl)-2-oxocyclohexyl)(methyl)carbamoyl)oxy)methyl acetyl-D-prolinate C(C)(=O)N1[C@H](CCC1)C(=O)OCOC(N(C)[C@]1(C(CCCC1)=O)C1=C(C=CC=C1)Cl)=O